tert-butyl 3-(1-oxoisoindolin-4-yl)-2,5-dihydro-1H-pyrrole-1-carboxylate O=C1NCC2=C(C=CC=C12)C=1CN(CC1)C(=O)OC(C)(C)C